(E)-3-(2-Ethyl-3-(2-ethylphenyl)-7-fluoro-4-oxo-3,4-dihydroquinazolin-6-yl)-N-hydroxyacrylamide C(C)C1=NC2=CC(=C(C=C2C(N1C1=C(C=CC=C1)CC)=O)/C=C/C(=O)NO)F